FC(C=1C=C(C=CC1)NS(=O)(=O)C=1C=C(C=CC1)NC(=O)C=1OC=CC1)(F)F N-(3-(N-(3-(trifluoromethyl)phenyl)sulfamoyl)phenyl)furan-2-carboxamide